sulfonium antimony 6-amino-5-((4-amino-1-(tert-butyl)-1H-pyrazolo[3,4-d]pyrimidin-3-yl)ethynyl)-N-methylpyridineamide NC1=C(C=CC(=N1)C(=O)NC)C#CC1=NN(C2=NC=NC(=C21)N)C(C)(C)C.[Sb+3].[SH3+]